N-(3,3,5-TRIMETHYLCYCLOHEXYL)PYRROLIDINE CC1(CC(CC(C1)C)N1CCCC1)C